C(C)(=O)NCC1=C(N(C2=CC=C(C(=C12)C=1C(=NN(C1C)C)CO)Cl)CCCOC1=CC(=CC2=CC=CC=C12)SCC1=CC=C(C=C1)OC)C(=O)OC Methyl 3-(acetamidomethyl)-5-chloro-4-(3-(hydroxymethyl)-1,5-dimethyl-1H-pyrazol-4-yl)-1-(3-((3-((4-methoxybenzyl)thio)naphthalen-1-yl)oxy)propyl)-1H-indole-2-carboxylate